2-Chloro-N-(4-nitrophenethyl)-6-phenoxychinolin-4-amin ClC1=NC2=CC=C(C=C2C(=C1)NCCC1=CC=C(C=C1)[N+](=O)[O-])OC1=CC=CC=C1